C(C1=CC=CC=C1)OCCCC1=NC=2C(=C3C(=NC2N)C=C(S3)Br)N1CC1=CC=C(C=C1)OC 2-(3-(benzyloxy)propyl)-7-bromo-1-(4-methoxybenzyl)-1H-imidazo[4,5-d]thieno[3,2-b]pyridin-4-amine